[Br-].NCC1=[N+](C2=C(N1CC)C=C(C=C2)Cl)CC2=CC=CC=C2 2-(aminomethyl)-3-benzyl-6-chloro-1-ethyl-1H-1,3-benzodiazol-3-ium bromide